isopropyl ((2,6-dihydroxy-5'-methyl-4-pentyl-1',2',3',4'-tetrahydro-[1,1'-biphenyl]-3-yl)methyl)(methyl)carbamate OC1=C(C(=CC(=C1CN(C(OC(C)C)=O)C)CCCCC)O)C1CCCC(=C1)C